1-tert-Butyl 2-methyl (2S,4R,5R)-4-[(tert-butyldimethylsilyl)oxy]-5-methylpyrrolidine-1,2-dicarboxylate [Si](C)(C)(C(C)(C)C)O[C@@H]1C[C@H](N([C@@H]1C)C(=O)OC(C)(C)C)C(=O)OC